NC=1C=C(C(=NC1C1CCOCC1)C(=O)N)C 5-amino-3-methyl-6-(tetrahydro-2H-pyran-4-yl)pyridinecarboxamide